5-(4-(ethylsulfonamido)phenyl)-1-methyl-3-(pyrazin-2-ylamino)-1H-pyrazole-4-carboxamide C(C)S(=O)(=O)NC1=CC=C(C=C1)C1=C(C(=NN1C)NC1=NC=CN=C1)C(=O)N